C(C)(C)(C)OC(=O)N[C@@H](C(=O)OC1CCCC1)CC=1C=NC=CC1 Cyclopentyl (2R)-2-{[(tert-butoxy)carbonyl]amino}-3-(pyridine-3-yl)propanoate